COC1=CC2=C(NC3=C(C(C2)=O)C=CC(=C3C)C)C=C1 2-methoxy-6,7-dimethyl-5,11-dihydro-10H-dibenzo[b,f]azepin-10-one